(4-amino-7-chloro-1,3-dihydrofuro[3,4-c]quinolin-8-yl)((3S,5R)-3-methyl-5-(6-(trifluoromethyl)-3-pyridinyl)-4-morpholinyl)methanone NC1=NC=2C=C(C(=CC2C2=C1COC2)C(=O)N2[C@H](COC[C@H]2C=2C=NC(=CC2)C(F)(F)F)C)Cl